BrC1=CC2=C(C3=NC4=C(C=CC(=C4N=C3C3=C2C=C(C(=C3)I)Br)C3=CC=C(N(C2=CC=CC=C2)C2=CC=CC=C2)C=C3)C3=CC=C(N(C2=CC=CC=C2)C2=CC=CC=C2)C=C3)C=C1I 4,4'-(3,6-dibromo-2,7-diiododibenzo[a,c]phenazine-10,13-diyl)-bis(N,N-diphenylaniline)